C(C)(C)(C)C1=CC(=C(C=C1O)CC1=NC2=C(N1)C=CC(=C2)C(=O)NC2(CC2)C(F)(F)F)F 2-[(4-tert-Butyl-2-fluoro-5-hydroxy-phenyl)methyl]-N-[1-(trifluoromethyl)cyclopropyl]-1H-benzimidazole-5-carboxamide